ClC=1C=CC(=C(C1)C(C(=O)OCC)C1=C(C=C(C=C1)C(F)(F)F)[N+](=O)[O-])OC ethyl 2-(5-chloro-2-methoxyphenyl)-2-(2-nitro-4-(trifluoromethyl)phenyl)acetate